C(C)(C)(C)S(=O)(=O)C1=CC=2N(C=C1OCCO)N=CC2C2=NN(C(=C2)C(=O)OC)C methyl 3-(5-(tert-butylsulfonyl)-6-(2-hydroxyethoxy)pyrazolo[1,5-a]pyridin-3-yl)-1-methyl-1H-pyrazole-5-carboxylate